tert-butyl 2-(1-(4-(cyclohex-1-en-1-yl)thiophen-2-yl)cyclopropyl)-4-oxo-3,4,5,7,8,9-hexahydro-6H-pyrimido[5,4-c]azepine-6-carboxylate C1(=CCCCC1)C=1C=C(SC1)C1(CC1)C=1NC(C=2CN(CCCC2N1)C(=O)OC(C)(C)C)=O